(3aR,7aS)-octahydro-1H-4,7-epoxyisoindole C1NC[C@@H]2C3CCC([C@H]12)O3